FC=1C=C(C=CC1)[C@H]1N(CC[C@H](C1)N1C(OCC1)=O)C(=O)N1CC2(CCCC2)[C@@H](CC1)CN1C=NC(=CC1=O)C1=CC=CC=C1 3-((2S,4R)-2-(3-Fluorophenyl)-1-((R)-10-((6-oxo-4-phenylpyrimidin-1(6H)-yl)methyl)-7-azaspiro[4.5]decane-7-carbonyl)piperidin-4-yl)oxazolidin-2-one